Rac-(2r,3s,4s,5r)-4-[[3-[2-(difluoromethoxy)-3,4-difluoro-phenyl]-4,5-dimethyl-5-(trifluoromethyl)tetrahydrofuran-2-carbonyl]amino]-5-methyl-pyridine-2-carboxylic acid methyl ester COC(=O)C1=NC=C(C(=C1)NC(=O)[C@@H]1O[C@]([C@H]([C@H]1C1=C(C(=C(C=C1)F)F)OC(F)F)C)(C(F)(F)F)C)C |r|